1-cyano-2-oxo-6,9,12-trioxa-3-azatetradecan-14-yl methacrylate C(C(=C)C)(=O)OCCOCCOCCOCCNC(CC#N)=O